4-(4-chloro-1,3,5-triazin-2-yl)morpholine ClC1=NC(=NC=N1)N1CCOCC1